CC=1C=NC=2N(C1)N=CN2 6-methyl-[1,2,4]triazolo[1,5-a]pyrimidin